ClC1=CN=C(C(=N1)N)SC1=C(C(=CC=C1)Cl)Cl 6-chloro-3-((2,3-dichlorophenyl)thio)pyrazin-2-amine